FC=1C=C2C=C(NC2=CC1O)CNC(=O)C1(CC1)C N-((5-fluoro-6-hydroxy-1H-indol-2-yl)methyl)-1-methylcyclopropane-1-carboxamide